[Cl-].[Li+].C(C)(CC)[Mg]C(C)C sec-butyl(isopropyl)magnesium lithium chloride